ClC1(C(CCCC1O)=O)Cl 2,2-dichloro-3-hydroxycyclohexan-1-one